(4-bromo-3,3-dimethyl-2-oxoindol-1-yl)piperidine-2,6-dione BrC1=C2C(C(N(C2=CC=C1)N1C(CCCC1=O)=O)=O)(C)C